7-(cyclohexylamino)-N-(1-(2,6-dioxopiperidin-3-yl)-2-oxo-1,2-dihydrobenzo[cd]indol-6-yl)heptanamide C1(CCCCC1)NCCCCCCC(=O)NC=1C=2C3=C(C(N(C3=CC1)C1C(NC(CC1)=O)=O)=O)C=CC2